ClC=1C=C(C=CC1F)[C@@]1(CN2[C@H](CO1)CNCC2)O (3R,9aS)-3-(3-chloro-4-fluoro-phenyl)-4,6,7,8,9,9a-hexahydro-1H-pyrazino[2,1-c][1,4]oxazin-3-ol